potassium sulphate magnesium salt [Mg+2].S(=O)(=O)([O-])[O-].[K+]